COC1=C(C=CC(=C1)N1CCOCC1)NC1=NC(=C2C(=N1)NN=C2C=2C=NN(C2)C)NC2CCN(CC2)C N6-(2-methoxy-4-morpholinophenyl)-3-(1-methyl-1H-pyrazol-4-yl)-N4-(1-methylpiperidin-4-yl)-1H-pyrazolo[3,4-d]pyrimidine-4,6-diamine